tert-butyl (S)-2-((R)-3-(((benzyloxy)carbonyl)(methyl)amino)-2-oxopyrrolidin-1-yl)-3-methylbutanoate C(C1=CC=CC=C1)OC(=O)N([C@H]1C(N(CC1)[C@H](C(=O)OC(C)(C)C)C(C)C)=O)C